C(CCC)C=1C=C2C(=CC=NC2=CC1)C1=CC=C(C=C1)C#N 6-butyl-4-(4-cyanophenyl)quinolin